ClC=1C=CC2=C(N=C(S2)SCC)C1 5-chloro-2-(ethylsulfanyl)-1,3-benzothiazole